IC1=CC=C(C=2CCCCC12)N 4-iodo-5,6,7,8-tetrahydronaphthalen-1-amine